ClC=1C=C(C=C(C1)Cl)C1(CC(=NO1)N1CC=2C=NC(=CC2C1)C(=O)NCC(C)C)C(F)(F)F 2-(5-(3,5-dichlorophenyl)-5-(trifluoromethyl)-4,5-dihydroisoxazol-3-yl)-N-isobutyl-2,3-dihydro-1H-pyrrolo[3,4-c]pyridine-6-carboxamide